O=C(C(=O)NC=1C2=C(C=NC1)C=NN2)N2[C@H](CC[C@@H](C2)C)C2=CC1=CN(N=C1C=C2)[C@@H]2CN(CC2)C 2-oxo-N-(1H-pyrazolo[4,3-c]pyridin-7-yl)-2-[(2R,5S)-5-methyl-2-[2-[(3S)-1-methylpyrrolidin-3-yl]indazol-5-yl]-1-piperidyl]acetamide